4-(4-{[2,4-bis(trifluoromethyl)phenoxy]methyl}-3-methoxyphenyl)-6-oxo-2H,4H,5H,6H,7H-pyrazolo[3,4-b]pyridine-5-carboxylic acid methyl ester COC(=O)C1C(C=2C(NC1=O)=NNC2)C2=CC(=C(C=C2)COC2=C(C=C(C=C2)C(F)(F)F)C(F)(F)F)OC